N1N=CC2=CC=C(C=C12)S(=O)(=O)N 1H-indazole-6-sulfonamide